methyl-α-D-glucose C[C@@]1(O)[C@H](O)[C@@H](O)[C@H](O)[C@H](O1)CO